FS(=O)(=O)F.[Li] lithium fluorosulfon